NC1=NC=2C=CC(=CC2C2=C1[C@H](OC2)C)C(=O)O (R)-4-amino-3-methyl-1,3-dihydrofuro[3,4-c]quinoline-8-carboxylic acid